FC(C1(CN(C1)C=1C=2N(N=C(C1)C=1C(NC(NC1)=O)=O)C=CN2)C)F 5-(8-(3-(difluoromethyl)-3-methylazetidin-1-yl)imidazo[1,2-b]pyridazin-6-yl)pyrimidine-2,4(1H,3H)-dione